3,3,14,14-tetra(bromomethyl)-1,5,12,16-tetraoxacyclodocosane-6,11,17,22-tetrone BrCC1(COC(CCCCC(OCC(COC(CCCCC(OC1)=O)=O)(CBr)CBr)=O)=O)CBr